ethyl 8-methyl-6-(trifluoromethyl)imidazo[1,2-a]pyrazine-2-carboxylate CC=1C=2N(C=C(N1)C(F)(F)F)C=C(N2)C(=O)OCC